N1=CC(=C2N1C=CC=N2)C(=O)NCC=2OC1=C(C2)C=C(C=C1C(=O)OCC(F)(F)F)C(F)(F)F 2,2,2-Trifluoroethyl 2-((pyrazolo[1,5-a]pyrimidine-3-carboxamido)methyl)-5-(trifluoromethyl)benzofuran-7-carboxylate